[N+](=O)([O-])C1=NNC(=C1N)[N+](=O)[O-] 3,5-dinitro-1H-pyrazol-4-amine